C[Sn](C1=CC=C(C=N1)C=1CCN(CC1)C(=O)OC(C)(C)C)(C)C tert-butyl 6-(trimethylstannyl)-3',6'-dihydro-[3,4'-bipyridine]-1'(2'H)-carboxylate